BrC1=CC=C(C=C1)N1N=C2C(=N1)C=CC=C2 2-(4-bromophenyl)-2H-benzotriazole